dipentaerythritol tris(mercaptoacetate) SCC(=O)OCC(COC(CS)=O)(COCC(COC(CS)=O)(CO)CO)CO